4-(4-(benzo[d]thiazol-2-ylcarbamoyl)benzyl)-N-(chloromethyl)piperazine-1-carboxamide S1C(=NC2=C1C=CC=C2)NC(=O)C2=CC=C(CN1CCN(CC1)C(=O)NCCl)C=C2